ClC=1C=C(C=C(C1C)OC1CN(CC1)C)NC(O)=O.OCC=1OC(=CC1)CO 2,5-bis(hydroxymethyl)furan (3-chloro-4-methyl-5-((1-methylpyrrolidin-3-yl)oxy)phenyl)carbamate